OC(C1C(C(OC1)=O)=C)C1=CN(C=C1)S(=O)(=O)C1=CC=C(C)C=C1 4-(Hydroxy(1-p-toluenesulfonyl-1H-pyrrol-3-yl)methyl)-3-methylenedihydrofuran-2(3H)-one